Cl.Cl.FC1=C(C=CC(=C1F)OC)C1=CN=C2N1C=CN=C2NC2=CC(=C(C(=O)NC13CC(C1)(C3)NC(=O)[C@H]3NC[C@@H](C3)O)C=C2)CC (2S,4R)-N-(3-(4-((3-(2,3-difluoro-4-methoxyphenyl)imidazo[1,2-a]pyrazin-8-yl)amino)-2-ethylbenzamido)bicyclo[1.1.1]pentan-1-yl)-4-hydroxypyrrolidine-2-carboxamide dihydrochloride